(2R,3R,4S,5R,6R)-6-((3-(2-aminoprop-2-yl)isoxazol-5-yl)methyl)-2-(hydroxymethyl)-5-methoxy-4-(4-(3,4,5-trifluorophenyl)-1H-1,2,3-triazol-1-yl)tetrahydro-2H-pyran-3-ol NC(C)(C)C1=NOC(=C1)C[C@@H]1[C@@H]([C@H]([C@H]([C@H](O1)CO)O)N1N=NC(=C1)C1=CC(=C(C(=C1)F)F)F)OC